C(C)C1C(C1)CC1C(C1)CCOC(CCC#N)OCCC1C(C1)CC1C(C1)CC 4,4-bis(2-(2-((2-ethylcyclopropyl)methyl)cyclopropyl)ethoxy)butyronitrile